N1=C2C(=NC=C1)C(NC2=O)=O 5H-pyrrolo[3,4-b]pyrazine-5,7(6H)-dione